3-(2-Aminoethylamino)propyldiethoxymethylsilane NCCNCCC[SiH2]C(OCC)OCC